(R,E)-N-(1-(7-ethyl-6-oxo-5,6-dihydro-1,5-naphthyridin-3-yl)ethylidene)-2-methylpropane-2-sulfinamide C(C)C=1C(NC=2C=C(C=NC2C1)\C(\C)=N\[S@](=O)C(C)(C)C)=O